C1=CC(=C(C(=C1OC2=CC(=C(C=C2Br)Br)Br)Br)Br)Br 2,2',3,4,4',5'-hexabromodiphenyl ether